CC1(C(CC2=CC=CC=C12)NC=1C=CC(=NC1)[C@@H](C(F)(F)F)N(C(=O)C1CNC(CO1)=O)C)C N-((1S)-1-(5-((1,1-dimethyl-2,3-dihydro-1H-inden-2-yl)amino)pyridin-2-yl)-2,2,2-trifluoroethyl)-N-methyl-5-oxomorpholine-2-carboxamide